2-[7-chloro-1-methylpyrazolo[4,3-d]pyrimidin-5-yl]pyridine ClC=1C2=C(N=C(N1)C1=NC=CC=C1)C=NN2C